C1(CC1)C=1N=NN(C1)[C@H](C(=O)N1[C@@H](C[C@H](C1)O)C(=O)NCC1(CCOCC1)C=1SC=C(N1)C1=CC=CC=C1)C(C)(C)C (2S,4R)-1-[(2S)-2-(4-cyclopropyltriazol-1-yl)-3,3-dimethyl-butanoyl]-4-hydroxy-N-[[4-(4-phenylthiazol-2-yl)tetrahydropyran-4-yl]methyl]pyrrolidine-2-carboxamide